5-(1,3-dihydroxypropane-2-ylamino)-1-(hydroxymethyl)-1,2,3,4-cyclohexanetetraol OCC(CO)NC1C(C(C(C(C1)(O)CO)O)O)O